8-(4-(dimethylcarbamoyl)piperazin-1-yl)-N-((1r,3r)-3-fluorocyclobutyl)-6-(N-(1-methylcyclopropyl)sulfamoyl)imidazo[1,2-a]pyridine-3-carboxamide CN(C(=O)N1CCN(CC1)C=1C=2N(C=C(C1)S(NC1(CC1)C)(=O)=O)C(=CN2)C(=O)NC2CC(C2)F)C